3-((2-aminopyrido[3,2-d]pyrimidin-4-yl)amino)propan-1-ol NC=1N=C(C2=C(N1)C=CC=N2)NCCCO